(1-methyl-1H-indol-4-yl)(2-methyl-3-phenyl-2,4,5,7-tetrahydro-6H-pyrazolo[3,4-c]pyridin-6-yl)methanone tert-butyl-(2S)-3-methyl-2-[4-(piperidin-4-yl)-1,2,3-triazol-1-yl]butanoate C(C)(C)(C)OC([C@H](C(C)C)N1N=NC(=C1)C1CCNCC1)=O.CN1C=CC2=C(C=CC=C12)C(=O)N1CC=2C(CC1)=C(N(N2)C)C2=CC=CC=C2